C(C)(C)(C)OC(=O)N[C@@H]1C[C@@H](N(C1)C(=O)C=1N=C2N(C=CC(=C2)Cl)C1)C=1SC=C(N1)C(=O)O 2-((2R,4R)-4-((tert-butoxycarbonyl)amino)-1-(7-chloroimidazo[1,2-a]pyridine-2-carbonyl)pyrrolidin-2-yl)thiazole-4-carboxylic acid